N[C@@H](CC1=CC=CC=C1)CC(=O)O (S)-β-Homophenylalanine